SCCC1SCC(SC1)CCS 2,5-bis(2-mercaptoethyl)-1,4-dithiacyclohexane